C(C)(C)OC1=C(C=CC=C1)[C@H]1N(CCN(C1)C1=NC=CC=C1)C1CC2(C1)CCN(CC2)C2=CC=C(C(=O)NS(=O)(=O)C1=CC3=C(N[C@@H](CO3)C3CCOCC3)C(=C1)[N+](=O)[O-])C=C2 4-{2-[(2R)-2-(2-isopropoxyphenyl)-4-(pyridin-2-yl)piperazin-1-yl]-7-azaspiro[3.5]nonan-7-yl}-N-[(3R)-5-nitro-3-(oxan-4-yl)-3,4-dihydro-2H-1,4-benzoxazin-7-ylsulfonyl]benzamide